BrC1=CC=C(C=C1)[C@H](CC1=NOC(=N1)CN1N=CC2=C(C1=O)N(C=N2)C)O 6-({3-[(2S)-2-(4-bromophenyl)-2-hydroxyethyl]-1,2,4-oxadiazol-5-yl}methyl)-1-methyl-1H,6H,7H-imidazo[4,5-d]pyridazin-7-one